3-(1H-benzo[d]imidazol-6-yl)-2-(4-phenoxyphenyl)thiazolidine-4-thione N1C=NC2=C1C=C(C=C2)N2C(SCC2=S)C2=CC=C(C=C2)OC2=CC=CC=C2